C12(CCC(C1)C2)C#N bicyclo[2.1.1]hexane-1-carbonitrile